1-(4-Bromothiophene-3-yl)cyclopropanecarbaldehyde BrC=1C(=CSC1)C1(CC1)C=O